BrC1=CC=2N(C(=C1NC(=O)C1=CC(=NN1C1=NC=CC=C1Cl)Br)C(=O)NCC)N=CC2 5-Bromo-6-(3-bromo-1-(3-chloropyridin-2-yl)-1H-pyrazol-5-carboxamido)-N-ethylpyrazolo[1,5-a]pyridin-7-carboxamid